N-(5-cyclopropyl-4-oxo-5,6-dihydro-4H-pyrrolo[3,4-d]thiazol-2-yl)-4-(2-methoxyphenyl)-6-methylnicotinamide C1(CC1)N1C(C=2N=C(SC2C1)NC(C1=CN=C(C=C1C1=C(C=CC=C1)OC)C)=O)=O